C(C(=O)OCCC(CC(=CC(C)C)C)C)(=O)OC methyl (3,5,7-trimethyloct-5-en-1-yl) oxalate